C(C)(C)N(P(OCCC#N)OCCCCCCCCCCCCCCCCCCCC)C(C)C 2-cyanoethyl icosyl diisopropylphosphoramidite